4-(((4-(5-chloro-2-((1-(3-(2,6-dioxopiperidin-3-yl)benzyl)piperidin-4-yl)amino)pyridin-4-yl)thiazol-2-yl)amino)methyl)tetrahydro-2H-pyran-4-carbonitrile ClC=1C(=CC(=NC1)NC1CCN(CC1)CC1=CC(=CC=C1)C1C(NC(CC1)=O)=O)C=1N=C(SC1)NCC1(CCOCC1)C#N